BrC1=CC(=C2C(=NN(C2=C1)C)I)C 6-Bromo-3-iodo-1,4-dimethyl-1H-indazole